7-(5-(5-(7-acetyl-2,7-diazaspiro[3.5]non-2-yl)-1,3,4-thiadiazol-2-yl)-4-(oxetan-3-ylamino)pyridin-2-yl)pyrrolo[1,2-b]pyridazine-3-carbonitrile C(C)(=O)N1CCC2(CN(C2)C2=NN=C(S2)C=2C(=CC(=NC2)C2=CC=C3N2N=CC(=C3)C#N)NC3COC3)CC1